2,2-bis(p-hydroxyphenyl)propane tert-butyl-(3-(3-amino-6-chloropyridin-2-yl)prop-2-yn-1-yl)(methyl)carbamate C(C)(C)(C)OC(N(C)CC#CC1=NC(=CC=C1N)Cl)=O.OC1=CC=C(C=C1)C(C)(C)C1=CC=C(C=C1)O